BrCC(=O)C=1C=CC(=C(C1)N1C(=NC2=CC=CC=C2C1=O)CN1CCN(CC1)C(COC1=CC=C(C=C1)Cl)=O)OC(C)C 3-(5-(2-bromoacetyl)-2-isopropoxyphenyl)-2-((4-(2-(4-chlorophenoxy)acetyl)piperazin-1-yl)methyl)quinazolin-4(3H)-one